C1(CCC1)CNCC=1NC2=CC(=CC=C2C1)CN1N=NC(=C1)C1=C2C=NNC2=CC(=C1)SC 1-cyclobutyl-N-((6-((4-(6-(methylthio)-1H-indazol-4-yl)-1H-1,2,3-triazole-1-yl)methyl)-1H-indol-2-yl)methyl)methylamine